4-(trifluoromethyl)-benzenesulfinic acid methyl ester COS(=O)C1=CC=C(C=C1)C(F)(F)F